2-quinazolin-7-ylpyridin-4-amine N1=CN=CC2=CC=C(C=C12)C1=NC=CC(=C1)N